C(C)OC(=O)C1=NC(=NC(=C1N)C1=C2C=NN(C2=CC=C1C)C1OCCCC1)Cl 5-amino-2-chloro-6-(5-methyl-1-(tetrahydro-2H-pyran-2-yl)-1H-indazol-4-yl)pyrimidine-4-carboxylic acid ethyl ester